C1(CC1)S(=O)(=O)N1CCC(CC1)CC1(C(C1)C1=CC=CC=C1)N (1-((cyclopropylsulfonyl)piperidin-4-yl)methyl)-2-phenylcyclopropanamine